COC=1C=C(CN(C2=NC=C(C=C2)COCCOCCN2CCOCC2)CC2=CC(=CC=C2)OC)C=CC1 N,N-bis(3-methoxybenzyl)-5-((2-(2-morpholinoethoxy)ethoxy)methyl)pyridin-2-amine